4-Hydrazinopiperidine-1-carboxylic acid tert-butyl ester C(C)(C)(C)OC(=O)N1CCC(CC1)NN